3-{chloro-4-[2,4-bis(trichloromethyl)-s-triazin-6-yl]thiophenyl}propanoic acid ClC1=C(SC=C1C1=NC(=NC(=N1)C(Cl)(Cl)Cl)C(Cl)(Cl)Cl)CCC(=O)O